C(C)(C)N1N=CC(=C1)C1=NC(=NC(=C1)C)NC=1C=C2C=CN(C2=CC1)S(=O)(=O)C1=CC=C(C=C1)C(F)(F)F N-(4-(1-isopropyl-1H-pyrazol-4-yl)-6-methylpyrimidin-2-yl)-1-((4-(trifluoromethyl)phenyl)sulfonyl)indol-5-amine